Tert-butyl (4-(dimethylamino)cyclohexyl)(2-iodo-1-(2,2,2-trifluoroethyl)-1H-indol-4-yl)carbamate CN(C1CCC(CC1)N(C(OC(C)(C)C)=O)C1=C2C=C(N(C2=CC=C1)CC(F)(F)F)I)C